(1S,2S)-1-(2-cyanophenyl)-1-(1-(2,2,2-trifluoroethyl)-1H-pyrazol-4-yl)propan C(#N)C1=C(C=CC=C1)[C@H](CC)C=1C=NN(C1)CC(F)(F)F